(S)-(2-oxotetrahydrofuran-3-yl) carbamate C(N)(O[C@@H]1C(OCC1)=O)=O